BrC(C(=O)NC1=C(C(=CC=C1)Br)F)(C)C 2-bromo-N-(3-bromo-2-fluoro-phenyl)-2-methyl-propanamide